1,2-dihydro-1,3-dipropyl-4-methyl-2-thioxo-pyrimidinium C(CC)[NH+]1C(N(C(C=C1)C)CCC)=S